O.CC1=CC=C(C=C1)S(=O)(=O)O.N1N=CC2=CC=CC(=C12)C(=O)N indazole-7-carboxamide 4-methylbenzenesulfonate hydrate